N[C@@H](C(=O)NC1=CC=C(C=C1)C1=C2C(=NC=C1)N(C=C2)S(=O)(=O)C2=CC=CC=C2)CC(C)C (2R)-2-Amino-N-[4-[1-(benzenesulfonyl)pyrrolo[2,3-b]pyridin-4-yl]phenyl]-4-methyl-pentanamide